C1(=CC=CC=C1)C=1CCC(N1)C[Se]C1=CC=CC=C1 5-phenyl-2-((phenylseleno)methyl)-3,4-dihydro-2H-pyrrole